(R)-N-((S)-1'-(3-iodo-1-((2-(trimethylsilyl)ethoxy)methyl)-1H-pyrazolo[4,3-b]pyrazin-6-yl)-4,6-dihydrospiro[cyclopenta[d]thiazol-5,4'-piperidin]-6-yl)-2-methylpropan-2-sulfinamide IC1=NN(C=2C1=NC=C(N2)N2CCC1(CC2)[C@@H](C2=C(N=CS2)C1)N[S@](=O)C(C)(C)C)COCC[Si](C)(C)C